4,9-bis(thien-2-yl)-naphtho-[2,3-c][1,2,5]thiadiazole S1C(=CC=C1)C1=C2C=CC=CC2=C(C2=NSN=C21)C=2SC=CC2